F[C@H](CNC(=O)C=1C=NC2=CC=C(C=C2C1NC(C)C)C=1C=NC=NC1)C(C)(C)O (R)-N-(2-fluoro-3-hydroxy-3-methylbutyl)-4-(isopropylamino)-6-(pyrimidin-5-yl)quinoline-3-carboxamide